C(C)N1N=C2C(=CC=C(C2=C1)N1CC(CC1)(C)NC(OC(C)(C)C)=O)C(NC=1C=C(C=2N(C1)C=C(N2)C)F)=O tert-butyl N-{1-[2-ethyl-7-({8-fluoro-2-methylimidazo[1,2-a]pyridin-6-yl} carbamoyl) indazol-4-yl]-3-methylpyrrolidin-3-yl}carbamate